ClC=1C=C2C(=CNC2=CC1Cl)CCN (5,6-dichloro-1H-indol-3-yl)ethylamine